COC(=O)C=1C(=NC=NC1Cl)Cl 4,6-dichloropyrimidine-5-carboxylic acid methyl ester